8-chloro-1-methyl-7-(1,2,3,4-tetrahydronaphthalen-1-yl)-4H,6H-benzo[e][1,2,4]triazolo[3,4-c][1,4]oxazepine ClC1=C(C2=C(N3C(COC2)=NN=C3C)C=C1)C1CCCC3=CC=CC=C13